O1C(COCC1)C1=CC=C2C3(CC=4C(=NOC4C2=C1)NS(=O)(=O)C1=C(C=CC=C1)OC)CC3 N-(8'-(1,4-dioxan-2-yl)-4'H-spiro[cyclopropane-1,5'-naphtho[2,1-d]isoxazol]-3'-yl)-2-methoxybenzenesulfonamide